3-(3-bromophenyl)-3,6-diazabicyclo[3.1.1]heptane BrC=1C=C(C=CC1)N1CC2NC(C1)C2